Isopropyl ((S)-(((1S,4R)-4-(2-amino-6-ethoxy-9H-purin-9-yl)cyclopent-2-en-1-yl)methoxy)(phenoxy)phosphoryl)-L-alaninate NC1=NC(=C2N=CN(C2=N1)[C@H]1C=C[C@H](C1)CO[P@](=O)(OC1=CC=CC=C1)N[C@@H](C)C(=O)OC(C)C)OCC